ClC1=CC2=C(N=C(O2)SCC2=CC(=CC=C2)OC)C=C1 6-chloro-2-((3-methoxybenzyl)thio)benzo[d]oxazole